8-(3-fluorophenyl)-3-(1-hydroxy-prop-2-yl)-6-(4-(trifluoromethoxy)phenyl)pyrido[3,4-d]pyrimidin-4(3H)-one FC=1C=C(C=CC1)C1=NC(=CC2=C1N=CN(C2=O)C(CO)C)C2=CC=C(C=C2)OC(F)(F)F